(R)-N-(1,1-dioxido-2,3-dihydrothiophen-3-yl)-5-fluoro-2-hydroxy-3',4'-dimethyl-[1,1'-biphenyl]-4-carboxamide O=S1(C[C@@H](C=C1)NC(=O)C1=CC(=C(C=C1F)C1=CC(=C(C=C1)C)C)O)=O